(R)-2-((6-amino-1-methyl-2-oxo-1,2-dihydroquinolin-4-yl)amino)-N-methylpropanamide NC=1C=C2C(=CC(N(C2=CC1)C)=O)N[C@@H](C(=O)NC)C